CC=1C=C2C=C(C(=CC2=CC1)OC1=CC2=CC=C(C=C2C=C1C1=CC=C(C=C1)C)C)C1=CC=C(C=C1)C 6-methyl-3-(4-tolyl)-β-naphthylether